11-Dodecen CCCCCCCCCCC=C